N1N=CC(=C1)C=1C=CC=C(C(=O)O)C1 5-(1H-pyrazol-4-yl)benzoic acid